2'-chloro-N-(5-((1r,3s)-3-hydroxy-2,2-dimethylcyclobutoxy)-1,3,4-thiadiazol-2-yl)-5'-methoxy-6-methyl-(4,4'-bipyridine)-3-carboxamide ClC1=NC=C(C(=C1)C1=C(C=NC(=C1)C)C(=O)NC=1SC(=NN1)O[C@H]1C([C@H](C1)O)(C)C)OC